3-(3h-imidazo[4,5-b]pyridin-2-yl)-1h-pyrazolo[3,4-c]pyridine N1=C(NC2=NC=CC=C21)C2=NNC1=CN=CC=C12